methyl 5-((3R*,4S*)-3-((tert-butoxycarbonyl)(methyl)amino)-4-fluoropyrrolidin-1-yl)pyrazine-2-carboxylate C(C)(C)(C)OC(=O)N([C@@H]1CN(C[C@@H]1F)C=1N=CC(=NC1)C(=O)OC)C |o1:8,12|